FC(C1CCNCC1)(F)F 4-trifluoromethylpiperidine